NC1=CC=C(C=C1)C1(CCCC1)C#N 1-(4-aminophenyl)cyclopentylcyanide